C(C1=CC=CC=C1)N(C(=O)C1CCCCC1)CC1=CC=CC=C1 N,N-dibenzyl-cyclohexanamide